6-(3-ethylbenzyl)-2-{3-[4-(pyrrolidin-1-yl)butyl]ureido}-4,5,6,7-tetrahydrothieno[2,3-c]pyridine-3-carboxamide C(C)C=1C=C(CN2CC3=C(CC2)C(=C(S3)NC(=O)NCCCCN3CCCC3)C(=O)N)C=CC1